COC1=CC=C(C=C1)CN1C(C(CCC1=O)N1C(N(C2=C1C=CC(=C2)N2CCN(CC2)C(=O)OC(C)(C)C)C)=O)=O 1-Tert-Butyl 4-[1-[1-[(4-methoxyphenyl)methyl]2,6-dioxo-3-piperidyl]-3-methyl-2-oxo-benzimidazol-5-yl]piperazine-1-carboxylate